[1R-(2-diazoacetyl)cyclopropyl]Carbamic acid tert-butyl ester C(C)(C)(C)OC(NC1(CC1)C(C=[N+]=[N-])=O)=O